NC=1C(=CC(=C(C1)NC1=NC=CC(=N1)N1C(N(C2=C1C=CC(=C2)F)C2CC2)=O)OC)N(C)CCN(C)C 1-(2-(5-Amino-4-((2-(dimethylamino)ethyl)(methyl)amino)-2-methoxyphenylamino)pyrimidin-4-yl)-3-cyclopropyl-5-fluoro-1H-benzo[d]imidazol-2(3H)-one